(2R,3S,4S)-3,4-bis(benzyloxy)-2-((benzyloxy)methyl)-5-iodo-3,4-dihydro-2H-pyran C(C1=CC=CC=C1)O[C@H]1[C@H](OC=C([C@H]1OCC1=CC=CC=C1)I)COCC1=CC=CC=C1